ClC=1C=NC(=C(C(=O)N(C)CC2=CC(=CC(=C2)F)F)C1)OC 5-chloro-N-(3,5-difluorobenzyl)-2-methoxy-N-methylnicotinamide